tri(Butoxyethyl) phosphate P(=O)(OCCOCCCC)(OCCOCCCC)OCCOCCCC